ClC=1C(=NC(=NC1)NC=1C=CC(=C(C1)NC(C)=O)N(CC)CCN(C)C)C1=CNC2=CC=CC=C12 N-(5-((5-chloro-4-(1H-indol-3-yl)pyrimidin-2-yl)amino)-2-((2-(dimethylamino)ethyl)(ethyl)amino)phenyl)acetamide